Cl.Cl.Cl.BrC=1C=CC=2C3=C(NC2C1)C=C(N=C3N3CCC(CC3)N3CCCC3)CC=3C=NC=CC3 7-bromo-3-(pyridin-3-ylmethyl)-1-(4-(pyrrolidin-1-yl)piperidin-1-yl)-5H-pyrido[4,3-b]indole trihydrochloride